FC(C1=CC=C(C=C1)N1N=NC(=C1COC1=CC=C(N=N1)N1C(NCC1)=O)C)F 1-(6-((1-(4-(difluoromethyl)phenyl)-4-methyl-1H-1,2,3-triazol-5-yl)methoxy)pyridazin-3-yl)imidazolidin-2-one